CC1=NC=C(C(=N1)C)OC[C@@]1([C@@H](C1)CO)C1=CC(=CC=C1)F ((1R,2S)-2-((2,4-dimethylpyrimidin-5-yloxy)methyl)-2-(3-fluorophenyl)cyclopropyl)methanol